CN(C(CCC)CCCCCCCCCC=CCC=CCCCCC)C N,N-dimethyltricosane-14,17-dien-4-amine